(R)-5-(4-chloro-2-fluorophenyl)-2-methyl-7-(2-phenylmorpholino)-3-propylpyrido[4,3-d]pyrimidin-4(3H)-one ClC1=CC(=C(C=C1)C1=NC(=CC=2N=C(N(C(C21)=O)CCC)C)N2C[C@H](OCC2)C2=CC=CC=C2)F